9,9',9''-(6-(3,6-dimethyl-9H-carbazol-9-yl)-2',6'-diphenyl-[4,4'-bipyridine]-2,3,5-triyl)tris(9H-carbazole) CC=1C=CC=2N(C3=CC=C(C=C3C2C1)C)C1=C(C(=C(C(=N1)N1C2=CC=CC=C2C=2C=CC=CC12)N1C2=CC=CC=C2C=2C=CC=CC12)C1=CC(=NC(=C1)C1=CC=CC=C1)C1=CC=CC=C1)N1C2=CC=CC=C2C=2C=CC=CC12